6-(6-chloro-1-((2-(trimethylsilyl)ethoxy)methyl)-1H-pyrrolo[2,3-b]pyridin-3-yl)-5-methoxybenzo[d]thiazole ClC1=CC=C2C(=N1)N(C=C2C2=CC1=C(N=CS1)C=C2OC)COCC[Si](C)(C)C